(S)-7-((S)-2-((R)-4-benzyl-2-oxooxazolidin-3-yl)-1-(4-chlorophenyl)-2-oxoethyl)-6-azaspiro[3.4]octane-6-carboxylic acid tert-butyl ester C(C)(C)(C)OC(=O)N1CC2(CCC2)C[C@H]1[C@@H](C(=O)N1C(OC[C@H]1CC1=CC=CC=C1)=O)C1=CC=C(C=C1)Cl